NCCCC1CCCC1 3-amino-1-cyclopentylpropane